ClC1=CC=C(OC(C(=O)N[C@@H]2[C@H](CNCC2)C)(F)F)C=C1 2-(4-chlorophenoxy)-2,2-difluoro-N-((3s,4s)-3-methylpiperidin-4-yl)acetamide